tri(m-methylphenyl)phosphine CC=1C=C(C=CC1)P(C1=CC(=CC=C1)C)C1=CC(=CC=C1)C